C1(=CC=CC=C1)C[C@@H](C)OC1=CC=C(C#N)C=C1 (R)-4-((1-phenylpropan-2-yl)oxy)benzonitrile